7-[(dimethylamino)methyl]-6-hydroxy-1-benzothiophene-3-carboxylate hydrochloride Cl.CN(C)CC1=C(C=CC=2C(=CSC21)C(=O)O)O